ethyl 6-(5-hydroxy-7-methoxy-2,3-dihydrobenzofuran-4-yl)-4-oxo-1,4-dihydropyridine-3-carboxylate OC=1C=C(C2=C(CCO2)C1C1=CC(C(=CN1)C(=O)OCC)=O)OC